N1(CCCC1)C1=C(C=CC(=C1)NCC1=CC=C(C=C1)C(F)(F)F)NC(CCCCCC)=O N-(2-(pyrrolidin-1-yl)-4-((4-(trifluoromethyl)benzyl)amino)phenyl)heptanamide